tert-butyl 6-formyl-3-azabicyclo[3.1.0]hexane-3-carboxylate C(=O)C1C2CN(CC12)C(=O)OC(C)(C)C